N1C=CC2=CC(=CC=C12)C1=CC=C(C=2NC(=NC21)NC(=O)C=2C=NN(C2)CCOC)OC N-[4-(1H-indol-5-yl)-7-methoxy-1H-1,3-benzodiazol-2-yl]-1-(2-methoxyethyl)-1H-pyrazole-4-carboxamide